C(CCC)NC=1C2=C(N=C(N1)N)C(=NN2CC2=C(C=C(C=C2)CNC2CCOCC2)OC)C=2COCC2 N7-butyl-3-(2,5-dihydrofuran-3-yl)-1-(2-methoxy-4-(((tetrahydro-2H-pyran-4-yl)amino)methyl)benzyl)-1H-pyrazolo[4,3-d]pyrimidine-5,7-diamine